Cl.N1CCC(CCC1)NC1=NC2=CC(=CC(=C2C(N1)=O)F)OCC1CC1 2-(azepan-4-ylamino)-7-(cyclopropylmethoxy)-5-fluoroquinazolin-4(3H)-one hydrochloride